trilauryl-amine C(CCCCCCCCCCC)N(CCCCCCCCCCCC)CCCCCCCCCCCC